methyl 8-[[3-[1-(1-adamantylmethyl)-5-methyl-pyrazol-4-yl]-6-[8-(1,3-benzothiazol-2-ylcarbamoyl)-3,4-dihydro-1H-isoquinolin-2-yl]pyridine-2-carbonyl]amino]octanoate C12(CC3CC(CC(C1)C3)C2)CN2N=CC(=C2C)C=2C(=NC(=CC2)N2CC3=C(C=CC=C3CC2)C(NC=2SC3=C(N2)C=CC=C3)=O)C(=O)NCCCCCCCC(=O)OC